C(C1=CC=CC=C1)OC(CCCCC(=O)N[C@@H](CCC(=O)N[C@@H](CCC(=O)O)C(=O)O)C(=O)O)=O {(S)-4-[6-(benzyloxy)-6-oxohexanamido]-4-carboxybutanoyl}-L-glutamic acid